NC1CN(CCC1(F)F)C(=O)OCCCC butyl 3-amino-4,4-difluoropiperidine-1-carboxylate